CC1=C(C=2N(C=C1C1=C(C=3N=C(SC3N1)CN1CC3(C1)CCOCC3)C(C)C)N=CN2)C 2-((5-(7,8-dimethyl-[1,2,4]triazolo[1,5-a]pyridin-6-yl)-6-isopropyl-4H-pyrrolo[3,2-d]thiazol-2-yl)methyl)-7-oxa-2-azaspiro[3.5]nonane